C(C)(=O)C=1OC2=C(C1COC1=C(C=CC(=C1)OC)CC(=O)O)C=C(C=C2)C2=CC(=CC=C2)CN 2-(2-((2-acetyl-5-(3-(aminomethyl)phenyl)benzofuran-3-yl)methoxy)-4-methoxyphenyl)acetic acid